1,3-difluoropropan FCCCF